N-beta-aminoethyl-gamma-aminopropyl-triethoxysilane NCCNCCC[Si](OCC)(OCC)OCC